(4-{[2-(4-bromophenyl)imidazo[1,2-a]pyridin-3-yl]methyl}piperazin-1-yl)(5-fluoro-2-methylphenyl)methanone BrC1=CC=C(C=C1)C=1N=C2N(C=CC=C2)C1CN1CCN(CC1)C(=O)C1=C(C=CC(=C1)F)C